N1(N=NN=C1)C[C@H](C)OC=1C=C(C=CC1Cl)C=1C=NC(=NC1)NC=1C(=NN(C1)C1CCC(CC1)N1CCOCC1)OCCOCC(F)(F)F 5-(3-(((S)-1-(1H-tetrazol-1-yl)propan-2-yl)oxy)-4-chlorophenyl)-N-(1-((1r,4r)-4-morpholinocyclohexyl)-3-(2-(2,2,2-trifluoroethoxy)ethoxy)-1H-pyrazol-4-yl)pyrimidin-2-amine